ClC=1C=C(C(=O)NC(C)C2=NC=CN=C2C=2OCC(NN2)=O)C=C(C1)C(F)(F)F 3-chloro-N-[1-[3-(5-oxo-4H-1,3,4-oxadiazin-2-yl)pyrazin-2-yl]ethyl]-5-(trifluoromethyl)benzamide